4-(4-((1R,5S)-3,8-diazabicyclo[3.2.1]octan-8-yl)-2-(2-(pyridin-3-yl)ethyl)quinazolin-7-yl)naphthalen-2-ol [C@H]12CNC[C@H](CC1)N2C2=NC(=NC1=CC(=CC=C21)C2=CC(=CC1=CC=CC=C21)O)CCC=2C=NC=CC2